FC(C(=O)O)(F)F.N[C@H]1CC=CC[C@@H]1C1=C(C2=NC(=CC(=C2S1)NCC=1SC=CC1)Cl)C#CC[C@H](CO)O (R)-5-(2-((1S,6S)-6-aminocyclohex-3-en-1-yl)-5-chloro-7-((thiophen-2-ylmethyl)amino)thieno[3,2-b]pyridin-3-yl)pent-4-yne-1,2-diol trifluoroacetate